3-(5-allyl-2-(trifluoromethoxy)phenyl)-5-(piperazine-1-ylmethyl)isoxazole C(C=C)C=1C=CC(=C(C1)C1=NOC(=C1)CN1CCNCC1)OC(F)(F)F